BrCCC[C@@H]1CC[C@H](CC1)N1C(N(C(C1(C)C)=O)C=1C=C(C(=NC1)C#N)C(F)(F)F)=S 5-(3-(trans-4-(3-bromopropyl)cyclohexyl)-4,4-dimethyl-5-oxo-2-thioxoimidazolidin-1-yl)-3-(trifluoromethyl)pyridinecarbonitrile